6-amino-5-(2-dibutylaminoacetylamino)-1,3-dimethyl-uracil NC1=C(C(N(C(N1C)=O)C)=O)NC(CN(CCCC)CCCC)=O